N1=C(C=CC=C1)N1CC(C(CC1)NS(=O)(=O)C)COC1CC=C(CC1)C1=NC=CC=C1 N-[1-(pyridin-2-yl)-3-([[4-(pyridin-2-yl)cyclohex-3-en-1-yl]oxy]methyl)piperidin-4-yl]methanesulfonamide